tert-butyl 3-((5-benzylpyrimidin-2-yl)amino)azetidine-1-carboxylate C(C1=CC=CC=C1)C=1C=NC(=NC1)NC1CN(C1)C(=O)OC(C)(C)C